C(C)(C)(C)C1=NN(C(O1)=O)C1=C(C=C(C=C1)N=C=O)Cl 4-(5-tert-butyl-2-oxo-1,3,4-oxadiazol-3-yl)-3-chlorophenyl isocyanate